5-formyl-4-methoxy-N-(3'-(4-methoxy-5-vinylpicolinamido)-2,2'-dimethyl-[1,1'-biphenyl]-3-yl)picolinamide C(=O)C=1C(=CC(=NC1)C(=O)NC=1C(=C(C=CC1)C1=C(C(=CC=C1)NC(C1=NC=C(C(=C1)OC)C=C)=O)C)C)OC